(1-methyl-6-(4,4,5,5-tetramethyl-1,3,2-dioxaborolan-2-yl)-1H-benzo[d]imidazol-2-yl)methanol CN1C(=NC2=C1C=C(C=C2)B2OC(C(O2)(C)C)(C)C)CO